C(C1=CC=CC=C1)[N@]1C(C1)[C@H](O)C1=CC=C(C=C1)S(=O)(=O)C (R)-[(R)-1-benzyl-aziridin-2-yl][4-(methylsulfonyl)phenyl]methanol